C(CCCCCCCCCCCCC\C=C/CCCCCCCC)(=O)O cis-15-Tetracosenic acid